C1(CC1)C[C@@H]1[C@@H](C2=CC=C(C=C2CC1)O)C1=CC=C(C=C1)N1CCC(CC1)CN1CCN(CC1)C=1C=C2CN(C(C2=CC1)=O)[C@@H]1C(NC(CC1)=O)=O (S)-3-(5-(4-((1-(4-((1R,2R)-2-(Cyclopropylmethyl)-6-hydroxy-1,2,3,4-tetrahydronaphthalen-1-yl)phenyl)piperidin-4-yl)methyl)piperazin-1-yl)-1-oxoisoindolin-2-yl)piperidine-2,6-dione